1-(5-aminopyridine-2-yl)ethanone NC=1C=CC(=NC1)C(C)=O